4-fluoro-3-(trifluoro-methyl)benzene-sulfonyl chloride FC1=C(C=C(C=C1)S(=O)(=O)Cl)C(F)(F)F